C1(CC1)C1=NN=C(C2=CC(=CC=C12)C1=CC=C(C=C1)F)NC(C)C=1C=NC(=NC1)C(F)(F)F 4-Cyclopropyl-7-(4-fluorophenyl)-N-(1-(2-(trifluoromethyl)pyrimidin-5-yl)ethyl)phthalazin-1-amine